C(C)OC(=O)C1=CC(=C2C(=N1)SC=C2)CN[C@@H](C)C2CCC2 4-({[(1S)-1-Cyclobutylethyl]amino}methyl)thieno[2,3-b]pyridine-6-carboxylic acid ethyl ester